CC1C=C2N=C3C(N=C2S1)=NC=CC3=O 2-methyl-5-oxopyrido[2,3-b]thieno[3,2-e]pyrazin